C(#N)C1=CC(=C(C=C1F)NNC(C1=CC=CC=C1)=O)F N'-(4-cyano-2,5-difluorophenyl)benzoylhydrazine